C[C@@]12[C@H]([C@@H](C[C@H]1[C@@H]1CC=C3[C@H]([C@H](CC[C@]3(C)[C@H]1CC2)O)O)O)O androst-5-ene-3β,4β,16α,17β-tetrol